tridecanediol chloroacetate ClCC(=O)OC(CCCCCCCCCCCC)O